C1(=CC=CC=C1)N1N=CC(=C1)C12CC(C1)(C2)C(=O)O 1-(1-phenylpyrazol-4-yl)bicyclo[1.1.1]pentane-3-carboxylic acid